para-trifluoromethylpiperidine FC(C1CCNCC1)(F)F